COCC1=CC2=C(N=C(O2)C2(CCN(CC2)C(=O)OC(C)(C)C)C)C=C1 Tert-Butyl 4-[6-(methoxymethyl)-1,3-benzoxazol-2-yl]-4-methylpiperidine-1-carboxylate